tert-butyl 4-(2-(2-chloro-4-(7,7-difluoro-2-(methylthio)-6,7-dihydro-5H-cyclopenta[d]pyrimidin-4-yl)phenoxy)acetyl)-1,4-diazepan-1-carboxylate ClC1=C(OCC(=O)N2CCN(CCC2)C(=O)OC(C)(C)C)C=CC(=C1)C=1C2=C(N=C(N1)SC)C(CC2)(F)F